Cl.OC1=C(C(N(C2=CC=CC=C12)CC(C)C)=O)C(=O)NC1=C(C=CC=C1)N1CCN(CC1)C 4-hydroxy-1-isobutyl-N-(2-(4-methylpiperazin-1-yl)phenyl)-2-oxo-1,2-dihydroquinoline-3-carboxamide hydrochloride